1-[6-[4-[(3S)-3-(5-fluoropyridin-3-yl)-1,2-oxazolidine-2-carbonyl]piperidin-1-yl]pyrimidin-4-yl]pyrrolidin-2-one FC=1C=C(C=NC1)[C@H]1N(OCC1)C(=O)C1CCN(CC1)C1=CC(=NC=N1)N1C(CCC1)=O